3-({[2-(2,5-dichloro-1,3-thiazol-4-yl)ethyl]amino}methyl)phenol ClC=1SC(=C(N1)CCNCC=1C=C(C=CC1)O)Cl